tert-butyl (1R,5S)-3-cyano-3-((tosyloxy)methyl)-8-azabicyclo[3.2.1]octane-8-carboxylate C(#N)C1(C[C@H]2CC[C@@H](C1)N2C(=O)OC(C)(C)C)COS(=O)(=O)C2=CC=C(C)C=C2